6-(difluoromethyl)-3-(2,6-difluoropyridin-4-yl)imidazo[1,2-b]Pyridazine FC(C=1C=CC=2N(N1)C(=CN2)C2=CC(=NC(=C2)F)F)F